gallic acid triacrylate C(C=C)(=O)O.C(C=C)(=O)O.C(C=C)(=O)O.C(C1=CC(O)=C(O)C(O)=C1)(=O)O